N1=NN=CC2=C1N=CO2 triazinooxazole